CC(CNCC1=CC=C(C=C1)S(F)(F)(F)(F)F)C 2-methyl-N-[[4-(pentafluoro-sulfanyl)phenyl]methyl]propan-1-amine